FC1=CC=C(CC2(CCOC3(CCCC3)C2)N(CC2=CC(=CC=C2)C)CC)C=C1 9-(4-fluorobenzyl)-6-oxaspiro[4.5]decan-9-yl-N-(3-methylbenzyl)ethylamine